((3-bromobut-3-en-1-yl)oxy)(tert-butyl)dimethylsilane BrC(CCO[Si](C)(C)C(C)(C)C)=C